(2R,4R)-N-[5,6-Difluoro-4-(2,4,6-trifluorophenyl)-1,2-benzoxazol-3-yl]-3,3-difluoro-2-(hydroxymethyl)-4-[(methanesulfonyl)amino]pyrrolidine-1-carboxamide FC=1C(=CC2=C(C(=NO2)NC(=O)N2[C@@H](C([C@@H](C2)NS(=O)(=O)C)(F)F)CO)C1C1=C(C=C(C=C1F)F)F)F